1H-imidazole-1,2-dicarboxylic acid, 1-(1,1-dimethylethyl) 2-ethyl ester N1(C(=NC=C1)C(=O)OCC)C(=O)OC(C)(C)C